Cl.N1CCC(CC1)CNCCCNC1=CC(=NC2=CC=CC=C12)C1=CC=C(C=C1)OC N-(3-((piperidin-4-yl)methylamino)propyl)-2-(4-methoxyphenyl)quinolin-4-amine hydrochloride